racemic-(1R,2S)-2-(4-chlorophenyl)cyclopropan-1-amine hydrochloride Cl.ClC1=CC=C(C=C1)[C@H]1[C@@H](C1)N |r|